C(#C)C1=CC=C(CNC(=O)[C@H]2N(C[C@@H](C2)O)C([C@H](C(CCN2CCN(CC2)C(=O)OC(C)(C)C)(C)C)NC(=O)OC2=CC=CC=C2)=O)C=C1 Tert-butyl 4-((S)-5-((2S,4R)-2-((4-ethynylbenzyl)carbamoyl)-4-hydroxypyrrolidin-1-yl)-3,3-dimethyl-5-oxo-4-((phenoxycarbonyl)amino)pentyl)piperazine-1-carboxylate